C1=CNC=2N=CC=3N(C21)C(=CN3)C3N(CCC3)C(=O)NCC(F)(F)F (3H-imidazo[1,2-a]pyrrolo[2,3-e]pyrazine-8-yl)-N-(2,2,2-trifluoroethyl)pyrrolidine-1-carboxamide